C(#N)C1=CC=C(C=C1)C(C)N1C(C=2N([C@@H](C1)C(=O)NC)N=C1C2CN([C@@H](C1)C)C(C1=CC(=C(C=C1)Cl)Cl)=O)=O (3R,7S)-9-(1-(4-Cyanophenyl)ethyl)-2-(3,4-dichlorobenzoyl)-N,3-dimethyl-10-oxo-1,2,3,4,7,8,9,10-octahydropyrido[4',3':3,4]pyrazolo[1,5-a]pyrazine-7-carboxamide